S1C(=CC=2CSCCC21)C=O (6,7-dihydro-4H-thieno[3,2-c]thiopyran-2-yl)methanone